ClC1=CC=CC(=N1)C(=O)N1[C@]([C@H](C(C1)(F)F)O)(C)CC (6-chloropyridin-2-yl)((2r,3r)-2-ethyl-4,4-difluoro-3-hydroxy-2-methylpyrrolidin-1-yl)methanone